(cis-trans)-10-chloro-2,3,7,11b-tetrahydro-2-methyl-11b-phenyloxazolo[3,2-d][1,4]benzodiazepine-6(5H)-one ClC=1C=CC2=C([C@@]3(N(CC(N2)=O)C[C@H](O3)C)C3=CC=CC=C3)C1